[O-]S(=O)(=O)C(F)(F)F.C[N+]1=CC(=CC=C1)CCC 1-methyl-3-propylpyridinium triflate